2-(2,6-difluorophenoxy)-6-fluoropyridine FC1=C(OC2=NC(=CC=C2)F)C(=CC=C1)F